2-cyclohexyl-8-(methoxycarbonyl)-3H,6H,7H,8H,9H-imidazo[4,5-h]isoquinolin C1(CCCCC1)C1=NC2=C(C=CC=3CCN(CC23)C(=O)OC)N1